FC1=C2CN(C(C2=CC(=C1)I)=O)C1C(NC(CC1)=O)=O 3-(4-fluoro-6-iodo-1-oxo-isoindolin-2-yl)piperidine-2,6-dione